C(C1=CC=CC=C1)C=1C=C(SC1)Cl 4-benzyl-2-chlorothiophene